FC(CC1=CC=2C(=NC=C(C2N2CC3(CN(C3)C=O)C2)C(F)(F)F)S1)(F)F {6-[2-(2,2,2-trifluoroethyl)-5-(trifluoromethyl)thieno[2,3-b]pyridin-4-yl]-2,6-diazaspiro[3.3]heptane-2-yl}methanone